3,7-bis(2-(2-methoxyethoxy)ethoxy)-N-(2-(2-methoxyethoxy)ethyl)phenothiazine COCCOCCOC=1C=CC=2N(C3=CC=C(C=C3SC2C1)OCCOCCOC)CCOCCOC